C(C1=CC=CC=C1)NC1(COC1)CCN1C(C2=CC=CC=C2C1=O)=O 2-(2-(3-(benzylamino)oxetan-3-yl)ethyl)isoindoline-1,3-dione